3-(3-methyl-2-oxo-5-(2-oxopiperazin-1-yl)-2,3-dihydro-1H-benzo[d]imidazol-1-yl)piperidine-2,6-dione CN1C(N(C2=C1C=C(C=C2)N2C(CNCC2)=O)C2C(NC(CC2)=O)=O)=O